tert-butyl (2-hydroxyethyl)(2-phenylethyl)carbamate OCCN(C(OC(C)(C)C)=O)CCC1=CC=CC=C1